N-(5-(1,1-difluoro-2-morpholinoethyl)-2-(piperidin-1-yl)phenyl)-2-(1H-pyrazol-4-yl)thiazole-4-carboxamide FC(CN1CCOCC1)(F)C=1C=CC(=C(C1)NC(=O)C=1N=C(SC1)C=1C=NNC1)N1CCCCC1